FC(COC1=C(C=C(C(=N1)OC)C=1N=C(C=2C=CC=C(C2C1)S(=O)(=O)N)N(C)C)F)F [6-(2,2-difluoroethoxy)-5-fluoro-2-methoxy-3-pyridinyl]-1-(dimethylamino)isoquinoline-5-sulfonamide